F[P-](F)(F)(F)(F)F.CN1C=[N+](C=C1)CCC(C(C(C(C(C(F)(F)F)(F)F)(F)F)(F)F)(F)F)(F)F 1-Methyl-3-(3,3,4,4,5,5,6,6,7,7,8,8,8-tridecafluorooctyl)imidazolium hexafluorophosphate